ClC1=C(C(=O)NC2=C3C=NN(C3=CC=C2)C=2C=NC(=CC2)C(C)(C)OC)C=C(C=C1)CNC(C(C)(C)C)=O 2-chloro-5-{[(2,2-dimethylpropanoyl)amino]methyl}-N-{1-[6-(2-methoxypropan-2-yl)pyridin-3-yl]-1H-indazol-4-yl}benzamide